(2S,4R)-4-fluoro-N-[(S)-[3-fluoro-4-(propan-2-yl)phenyl](phenyl)methyl]-1-[2-(5-methyl-1H-1,2,3-triazol-1-yl)acetyl]pyrrolidine-2-carboxamide F[C@@H]1C[C@H](N(C1)C(CN1N=NC=C1C)=O)C(=O)N[C@@H](C1=CC=CC=C1)C1=CC(=C(C=C1)C(C)C)F